C(C1=CC=CC=C1)N1S(N(C[C@H]1C(=O)N(C([2H])([2H])[2H])C=1C=C(C=CC1)C)C)(=O)=O (3S)-2-benzyl-5-methyl-N-(m-tolyl)-1,1-dioxo-N-(trideuteriomethyl)-1,2,5-thiadiazolidine-3-carboxamide